[Cl-].Cl.NCC1=[N+](C2=C(N1CC)C=C(C=C2)C(=O)O)CC 2-(aminomethyl)-6-carboxy-1,3-diethyl-1H-1,3-benzodiazol-3-ium hydrochloride chloride